(2R,6R)-N-[2-(1-Benzylpiperidin-4-yl)ethyl]-2,6-dimethyl-4-[5-(trifluoromethyl)pyrimidin-2-yl]-piperazin-1-carboxamid C(C1=CC=CC=C1)N1CCC(CC1)CCNC(=O)N1[C@@H](CN(C[C@H]1C)C1=NC=C(C=N1)C(F)(F)F)C